Benzyl N-[2-(1,3-dioxoisoindolin-2-yl)spiro[3.5]nonan-7-yl]-N-methyl-carbamate O=C1N(C(C2=CC=CC=C12)=O)C1CC2(C1)CCC(CC2)N(C(OCC2=CC=CC=C2)=O)C